C(#N)NC(=N)N1CC(=CC1)C1=C(C(=C(C=C1)O)N1S(NC(C1)=O)(=O)=O)F N-cyano-3-(3-(1,1-dioxido-4-oxo-1,2,5-thiadiazolidin-2-yl)-2-fluoro-4-hydroxyphenyl)-2,5-dihydro-1H-pyrrole-1-carboximidamide